Tert-Butyl 3-((2-methoxyethyl)amino)-3-(pyridin-2-yl)azetidine-1-carboxylate COCCNC1(CN(C1)C(=O)OC(C)(C)C)C1=NC=CC=C1